COC1=C(C=CC(=C1)C=1C=NN(C1)C)NC=1N=C(C2=C(N1)C=CS2)N2N=CCC2C2=CC=CC=C2 N-(2-methoxy-4-(1-methyl-1H-pyrazol-4-yl)phenyl)-4-(5-phenyl-4,5-dihydro-1H-pyrazol-1-yl)thieno[3,2-d]pyrimidin-2-amine